FC=1C=C(C=NC1)C=1N=C(C=2OCC(NC2N1)C)NCCC1=CNC2=CC=CC=C12 2-(5-fluoro-3-pyridyl)-N-[2-(1H-indol-3-yl)ethyl]-7-methyl-7,8-dihydro-6H-pyrimido[5,4-b][1,4]oxazin-4-amine